Dimethyl 2,2'-(2,5-dimethoxy-1,4-phenylene)diacetate COC1=C(C=C(C(=C1)CC(=O)OC)OC)CC(=O)OC